NC1=C(C(=O)O)C=C(C(=C1)Cl)Cl 2-amino-4,5-di-chlorobenzoic acid